FC1(CCC2=C(C=CC=C12)[C@@H](C)NC1=NN(C(C=2C1=CN(C(C2)=O)C2CCOCC2)=O)C)F (R)-4-((1-(1,1-difluoro-2,3-dihydro-1H-inden-4-yl)ethyl)amino)-2-methyl-6-(tetrahydro-2H-pyran-4-yl)pyrido[3,4-d]pyridazin-1,7(2H,6H)-dione